C(C)(C)(C)OC(NC(C)(C)C1=NOC2=C1C=CC=C2C)=O (2-(7-methylbenzo[d]isoxazol-3-yl)propan-2-yl)carbamic acid tert-butyl ester